3-((2-(2-(Benzyloxy)-4,6-dihydroxybenzoyl)isoindolin-4-yl)oxy)cyclobutane-1-carbonitrile C(C1=CC=CC=C1)OC1=C(C(=O)N2CC3=CC=CC(=C3C2)OC2CC(C2)C#N)C(=CC(=C1)O)O